F[B-](F)(F)F.C1=C(C=CC=2C3=CC=CC=C3CC12)N1C[NH+](C=C1)CCCCCCCC 1-(9H-fluoren-2-yl)-3-octyl-2H-imidazol-3-ium tetrafluoroborate